ClC1=C(C(=O)NC2=NN=NN2C)C=CC(=C1N(C)OC)S(=O)(=O)C 2-chloro-3-[methoxy(methyl)amino]-4-methylsulfonyl-N-(1-methyltetrazol-5-yl)benzamide